4-((5-(benzyloxy)imidazo[4,5-b]pyridin-1-yl)methyl)phenylphosphonic acid diphenyl ester C1(=CC=CC=C1)OP(OC1=CC=CC=C1)(=O)C1=CC=C(C=C1)CN1C=NC2=NC(=CC=C21)OCC2=CC=CC=C2